2-(10-oxo-6-propoxy-1,5,11-triazatricyclo[7.4.0.02,7]trideca-2(7),3,5,8-tetraen-11-yl)ethylammonium chloride [Cl-].O=C1C2=CC=3C(=NC=CC3N2CCN1CC[NH3+])OCCC